ClC1=CC=C(C=N1)C1=NN(C=2C1=NC(=CC2)O[C@H](C)C2=C(C=NC=C2Cl)Cl)C2OCCCC2 3-(6-chloropyridin-3-yl)-5-((R)-1-(3,5-dichloropyridin-4-yl)ethoxy)-1-(tetrahydro-2H-pyran-2-yl)-1H-pyrazolo[4,3-b]pyridine